N-fluoro-N-(1-methylethyl)-2-propylamine FN(C(C)C)C(C)C